(3-methoxyoxetan-3-yl)aniline COC1(COC1)NC1=CC=CC=C1